butyl ether iodate I(=O)(=O)O.C(CCC)OCCCC